N-{(1R)-1-[3-(difluoromethyl)-2-fluorophenyl]ethyl}-6-[(3R)-3-(dimethylamino)pyrrolidin-1-yl]-2-methylpyrido[3,4-d]pyrimidin-4-amine FC(C=1C(=C(C=CC1)[C@@H](C)NC=1C2=C(N=C(N1)C)C=NC(=C2)N2C[C@@H](CC2)N(C)C)F)F